(4-(1-(2,6-Dioxopiperidin-3-yl)-3-methyl-2-oxo-2,3-dihydro-1H-benzo[d]imidazol-5-yl)but-3-yn-1-yl)-5-oxo-2,8-diazaspiro[3.5]nonane-2-carboxylic acid tert-butyl ester C(C)(C)(C)OC(=O)N1C(C2(C1)C(CCNC2)=O)CCC#CC2=CC1=C(N(C(N1C)=O)C1C(NC(CC1)=O)=O)C=C2